CC(C)(C#CC(C)(OOC(C)(C)C)C)OOC(C)(C)C 2,5-dimethyl-2,5-di(tert-butylperoxy)hexane-3-yne